Cl.CN(C)CCOS(=O)(=O)C1=CC=C(C)C=C1.C(C)(C)(C)NC(=O)C1=NC=CC(=C1)NC(=O)C1(CC1)C1=CC(=CC=C1)Cl N-tert-butyl-4-[[1-(3-chlorophenyl)cyclopropanecarbonyl]amino]pyridine-2-carboxamide (dimethylamino)ethyl-p-toluenesulfonate hydrochloride